FC=1C=C(C=CC1N1CCC(CC1)C1=CC(=C(C=C1)B1OC(C(O1)(C)C)(C)C)OC)C1C(NC(CC1)=O)=O 3-(3-Fluoro-4-(4-(3-methoxy-4-(4,4,5,5-tetramethyl-1,3,2-dioxaborolan-2-yl)phenyl)piperidin-1-yl)phenyl)piperidine-2,6-dione